2-(2-bromo-ethyl)-isoindole-1,3-dione BrCCN1C(C2=CC=CC=C2C1=O)=O